FCC1(COC1)N[C@H]1C[C@H](N(CC1)C(=O)N1CC2(CCCC2)[C@@H](CC1)CN1C(C=C(C=C1)C1=CC=CC=C1)=O)C1=CC=CC=C1 1-(((R)-7-((2S,4R)-4-((3-(Fluoromethyl)oxetan-3-yl)amino)-2-phenylpiperidine-1-carbonyl)-7-azaspiro[4.5]decan-10-yl)methyl)-4-phenylpyridin-2(1H)-one